C(C)(C)(C)OC(=O)N1CCC(CC1)CNC1=C(N=NC(=C1)Cl)Cl 4-((3,6-dichloropyridazin-4-ylamino)methyl)piperidine-1-carboxylic acid tert-butyl ester